5-ethyl-phenazin-5-ium C(C)[N+]1=C2C=CC=CC2=NC2=CC=CC=C12